CC(C(=O)OCC(C)(CO)C)=C neopentyl glycol mono(methyl)acrylate